C1=CC=CC=2C3=CC=CC=C3C(C12)COC(=O)ON1C(CCC1=O)=O 1-({[(9H-Fluoren-9-yl)methoxy]carbonyl}oxy)pyrrolidine-2,5-dione